C(C)OC(=O)C1=C(N=C(N1)C1CC2(CN(C2)C(=O)OC(C)(C)C)C1)C1=CC=C(C=C1)C(NC1=NC=CC(=C1)CC)=O tert-butyl 6-(5-(ethoxycarbonyl)-4-(4-((4-ethylpyridin-2-yl)carbamoyl)phenyl)-1H-imidazol-2-yl)-2-azaspiro[3.3]heptane-2-carboxylate